[(2S,4R)-4-(2,3-dichloro-6-methoxyphenyl)piperidin-2-yl]methanol ClC1=C(C(=CC=C1Cl)OC)[C@H]1C[C@H](NCC1)CO